3,4-epoxytricyclo[5.2.1.02,6]decane-8-ylacrylate C12C3C4C(CC3C(C(C1)OC(C=C)=O)C2)O4